tert-butyl (1RS,4SR,6SR)-6-((5-cyclopropyl-3-(2,6-dichlorophenyl) isoxazol-4-yl)methoxy)-2-azabicyclo[2.2.1]heptane-2-carboxylate C1(CC1)C1=C(C(=NO1)C1=C(C=CC=C1Cl)Cl)CO[C@H]1C[C@H]2CN([C@@H]1C2)C(=O)OC(C)(C)C |r|